S(=O)(=O)(O)O.NCC(=O)O.NCC(=O)O.NCC(=O)O Tri-Glycine sulfate